[O-]S(=O)(=O)C(F)(F)F.O1C(=CC2=C1C=CC=C2)C2=CC=C(C=C2)[S+](C)C (4-(benzofuran-2-yl)phenyl)dimethylsulfonium triflate